tert-Butyl 4-(6-(2-cyano-7-methoxyquinolin-6-yl)pyridazin-3-yl)piperazine-1-carboxylate C(#N)C1=NC2=CC(=C(C=C2C=C1)C1=CC=C(N=N1)N1CCN(CC1)C(=O)OC(C)(C)C)OC